CCCC/C=C\C=C\C=C/CCCCCCCC(=O)O 9Z,11E,13Z-Octadecatrienoic acid